CC1=C(OC2=C(C=C(C=C2C1=O)C)C(C)NC1=C(C=CC=C1)P(O)(O)=O)C1=CC2=CN(N=C2C=C1)C (2-((1-(3,6-dimethyl-2-(2-methyl-2H-indazol-5-yl)-4-oxo-4H-chromen-8-yl)ethyl)amino)phenyl)phosphonic acid